[1-(trifluoromethyl)pyrazol-4-yl]methanone FC(N1N=CC(=C1)C=O)(F)F